OCCN1CCN(CC1)C=1C=C(C(=O)N)C=CC1[N+](=O)[O-] 3-(4-(2-hydroxyethyl)piperazin-1-yl)-4-nitrobenzamide